C(C)(C)(C)OC(N[C@@H]1C[C@H](CC1)NC1=NC=C(C=N1)N1C(C=CC=C1)=O)=O ((1S,3S)-3-((5-(2-oxopyridin-1(2H)-yl)pyrimidin-2-yl)amino)cyclopentyl)carbamic acid tert-butyl ester